NC(C1CCN(CC1)C(=O)[C@@H]1CNCC1)C1=C(C=C(C(=C1)Cl)Cl)O (4-(Amino(4,5-dichloro-2-hydroxyphenyl)methyl)piperidin-1-yl)((S)-pyrrolidin-3-yl)methanone